BrC=1C=NC2=CC(=NC=C2C1)NCC1=CC=C(C=C1)OC 3-bromo-N-[(4-methoxyphenyl)methyl]-1,6-naphthyridin-7-amine